C1(CC1)CC(N1CCN(CC1)CC=C)C1=CC=C(C=C1)[C@H](C)NC=1N=CC2=C(N(C(OC2)=O)CC)N1 7-[[(1S)-1-[4-[2-cyclopropyl-1-(4-prop-2-enylpiperazin-1-yl)ethyl]phenyl]ethyl]amino]-1-ethyl-4H-pyrimido[4,5-d][1,3]oxazin-2-one